N-(1-(benzo[b]thiophen-2-yl)-2-(benzylamino)-2-oxoethyl)-N-(3-(dibutylamino)propyl)-4-(pyridin-1-yl)butanamide S1C2=C(C=C1C(C(=O)NCC1=CC=CC=C1)N(C(CCCN1CC=CC=C1)=O)CCCN(CCCC)CCCC)C=CC=C2